CNC(=O)C1=CSC=2C1=NC(=CC2C(F)(F)F)N2CCC(CC2)C2N(CC21CN(C1)C)C(=O)O 1-(3-(methylcarbamoyl)-7-(trifluoromethyl)thieno[3,2-b]pyridin-5-yl)piperidin-4-yl-6-methyl-2,6-diazaspiro[3.3]heptane-2-carboxylic acid